(S)-3-(((t-butoxycarbonyl)amino)methyl)-5-methylhexanoic acid C(C)(C)(C)OC(=O)NC[C@H](CC(=O)O)CC(C)C